tert-Butyl (E)-2-((3-benzyl-5-phenylpyrazin-2-yl)amino)-3-(3-cyanophenyl)acrylate C(C1=CC=CC=C1)C=1C(=NC=C(N1)C1=CC=CC=C1)N\C(\C(=O)OC(C)(C)C)=C\C1=CC(=CC=C1)C#N